C(CCCCCCCCC)(=O)OCCCCCC hexanyl decanoate